(Z)-2-(2,5-dimethyl-1-(3-(phenoxymethyl)benzylidene)-1H-inden-3-yl)acetic acid CC=1/C(/C2=CC=C(C=C2C1CC(=O)O)C)=C/C1=CC(=CC=C1)COC1=CC=CC=C1